6-((4-chloro-2-fluorophenoxy)methyl)pyridine 3-hydroxy-4-(5,7-dihydroxy-6-isoprenyl-4-oxo-4H-chromen-3-yl)phenolate OC=1C=C(C=CC1C1=COC2=CC(=C(C(=C2C1=O)O)C=CC(C)=C)O)[O-].ClC1=CC(=C(OCC2=CC=CC=N2)C=C1)F